FC=1C(=C(OC=2C(=CC(=NC2)C(F)(F)F)N)C=CC1F)OC 5-(3,4-difluoro-2-methoxy-phenoxy)-2-(trifluoromethyl)pyridin-4-amine